Tert-butyl 4-[4-(1-[1-[(4-methoxyphenyl)methyl]-2,6-dioxopiperidin-3-yl]-3-methyl-2-oxo-1,3-benzodiazol-5-yl)piperazin-1-yl]butanoate COC1=CC=C(C=C1)CN1C(C(CCC1=O)N1C(N(C2=C1C=CC(=C2)N2CCN(CC2)CCCC(=O)OC(C)(C)C)C)=O)=O